CC(CC(=O)OC[C@@H](OC(CC(CCCC(CCCC(CCCC(C)C)C)C)C)=O)COP(=O)(O)OCCN)CCCC(CCCC(CCCC(C)C)C)C 1,2-di-(3,7,11,15-tetramethylhexadecanoyl)-sn-glycero-3-phosphoethanolamine